ClC1=C(CNC2=NNC(=C2)[C@H]2[C@@H](CCCC2)NC(C=C)=O)C(=C(C=C1OC)OC)Cl N-((1R,2R)-2-(3-(2,6-dichloro-3,5-dimethoxybenzylamino)-1H-pyrazol-5-yl)cyclohexyl)acrylamide